C12(CC3CC(CC(C1)C3)C2)CN2CCN(CC2)CCNC2=C3C(N(C(=NC3=CC=C2)C)C2C(NC(CC2)=O)=O)=O 3-(5-((2-(4-(((3r,5r,7r)-adamantane-1-yl)methyl)piperazin-1-yl)ethyl)amino)-2-methyl-4-oxoquinazolin-3(4H)-yl)piperidine-2,6-dione